(S)-3-((2-fluoro-6-(methylcarbamoyl)pyridin-3-yl)amino)pyrrolidine-1-carboxylic acid tert-butyl ester C(C)(C)(C)OC(=O)N1C[C@H](CC1)NC=1C(=NC(=CC1)C(NC)=O)F